tert-butyl (2S,4S)-4-cyano-2-(hydroxymethyl)pyrrolidine-1-carboxylate C(#N)[C@H]1C[C@H](N(C1)C(=O)OC(C)(C)C)CO